tripropylammonium tetrakis(perfluoronaphthalen-2-yl)borate FC1=C(C(=C(C2=C(C(=C(C(=C12)F)F)F)F)F)F)[B-](C1=C(C2=C(C(=C(C(=C2C(=C1F)F)F)F)F)F)F)(C1=C(C2=C(C(=C(C(=C2C(=C1F)F)F)F)F)F)F)C1=C(C2=C(C(=C(C(=C2C(=C1F)F)F)F)F)F)F.C(CC)[NH+](CCC)CCC